1,3-dimethyl-N-(6-(5-methyl-1,2,4-oxadiazol-3-yl)-2,3-dihydrobenzofuran-3-yl)-1H-pyrazole-4-carboxamide CN1N=C(C(=C1)C(=O)NC1COC2=C1C=CC(=C2)C2=NOC(=N2)C)C